2-dimethylamino-1-pyrroline CN(C1=NCCC1)C